[1-(1-ethyl-1H-pyrazol-3-yl)-1,2,3,4-tetrahydroquinolin-6-yl]-N-(5-fluoropyridin-2-yl)cyclobutane-1-carboxamide C(C)N1N=C(C=C1)N1CCCC2=CC(=CC=C12)C1(CCC1)C(=O)NC1=NC=C(C=C1)F